[Na+].C(CCCCCCCCCCC)(=O)N[C@@H](CCC(=O)[O-])C(=O)[O-].[Na+] N-lauroyl-L-glutamic acid sodium salt